(S)-N-(5-(2-(2-aminopyridin-3-yl)-5-chloro-3H-imidazo[4,5-b]pyridin-3-yl)-2,3-dihydro-1H-inden-1-yl)-2-fluoro-5-formyl-4-hydroxybenzamide NC1=NC=CC=C1C1=NC=2C(=NC(=CC2)Cl)N1C=1C=C2CC[C@@H](C2=CC1)NC(C1=C(C=C(C(=C1)C=O)O)F)=O